NCCNC1=C(C=CC(=C1)OC)[N+](=O)[O-] 1-(β-aminoethyl)amino-2-nitro-5-methoxybenzene